N[C@@H]1[C@@H](OCC12CCN(CC2)C=2C=CN=NC2)C 5-((3S,4S)-4-amino-3-methyl-2-oxa-8-azaspiro[4.5]decane-8-yl)pyridazine